C(#N)[C@@]1(COCC2=CC=C(C=C12)C(=O)NCC1=CC2=C(C=N1)SC(=N2)C2=CC=CC=C2)C (4R)-4-Cyano-4-methyl-N-[(2-phenylthiazolo[5,4-c]pyridin-6-yl)methyl]isochromane-6-carboxamide